tert-butyl (2S)-2-(((7-cyclobutyl-8-(8-ethynyl-7-fluoro-3-(methoxymethoxy)-1-naphthoyl)-6-((4-methoxybenzyl)thio)-7H-purin-2-yl)oxy)methyl)pyrrolidine-1-carboxylate C1(CCC1)N1C(=NC2=NC(=NC(=C12)SCC1=CC=C(C=C1)OC)OC[C@H]1N(CCC1)C(=O)OC(C)(C)C)C(=O)C1=CC(=CC2=CC=C(C(=C12)C#C)F)OCOC